OCCC(C)(C)N1CSC(=C1C)COC=1C=CC2=C(C=C(O2)C)C1 N-(4-hydroxy-2-methylbutan-2-yl)-2-methyl-5-((4-methylthiazol-5-yl)methoxy)benzofuran